FC=1C=C(C=C2CN(C(C12)=O)C1C(NC(CC1)=O)=O)CN(C)C1CCN(CC1)C1=CC=C(C=C1)[C@H]1[C@H](COC2=CC(=CC=C12)O)C1=CC=CC=C1 3-(7-fluoro-5-(((1-(4-((3S,4R)-7-hydroxy-3-phenylchroman-4-yl)phenyl)piperidine-4-yl)(methyl)amino)methyl)-1-oxoisoindolin-2-yl)piperidine-2,6-dione